C1(=CC=CC=C1)N(C1=CC=C(C=C1)C1=C(C=C(S1)C=O)CCCCCCCCCCCC)C1=CC=CC=C1 5-(4-(diphenylamino)phenyl)-4-dodecyl-thiophene-2-formaldehyde